ClC=1C(=C(C=2N(C1)C(=CN2)N2CCN(CC2)C(C=C)=O)F)C2=C(C=CC=C2O)F 1-(4-(6-chloro-8-fluoro-7-(2-fluoro-6-hydroxyphenyl)imidazo[1,2-a]pyridin-3-yl)piperazin-1-yl)prop-2-en-1-one